1-(5-((4-((4-((5-amino-1-(3-methylthiophene-2-carbonyl)-1H-1,2,4-triazol-3-yl)amino)phenyl)sulfonyl)piperazin-1-yl)methyl)-1-oxoisoindolin-2-yl)dihydropyrimidine-2,4(1H,3H)-dione NC1=NC(=NN1C(=O)C=1SC=CC1C)NC1=CC=C(C=C1)S(=O)(=O)N1CCN(CC1)CC=1C=C2CN(C(C2=CC1)=O)N1C(NC(CC1)=O)=O